FC(CN1C(=NC2=NC=C(C=C21)C=2C=CN1N=C(N=CC12)N[C@@H]1C[C@@H](C1)OCCOC)C)F 5-(1-(2,2-difluoroethyl)-2-methyl-1H-imidazo[4,5-b]pyridin-6-yl)-N-(cis-3-(2-methoxyethoxy)cyclobutyl)pyrrolo[2,1-f][1,2,4]triazin-2-amine